CC1(OB(OC1(C)C)C=1C=C2C=NNC2=CC1)C 5-(4,4,5,5-Tetramethyl-1,3,2-dioxaborolan-2-yl)-1H-indazol